N(=[N+]=[N-])C[C@H]([C@H](F)[C@H]1[C@@H]([C@H](C[C@](O1)(C(=O)OC)SC1=CC=C(C=C1)C)O)NC(=O)OC(C)(C)C)O methyl (2R,4S,5R,6R)-6-((1S,2R)-3-azido-1-fluoro-2-hydroxypropyl)-5-((tert-butoxycarbonyl)amino)-4-hydroxy-2-(p-tolylthio)tetrahydro-2H-pyran-2-carboxylate